trifluorocrotonamide FC(/C=C/C(=O)N)(F)F